(6aR,9R)-7-methyl-4,6,6a,7,8,9-hexahydroindolo[4,3-fg]quinoline-9-carboxylic acid CN1C[C@@H](C=C2C3=C4C(C[C@@H]12)=CNC4=CC=C3)C(=O)O